6-hydroxy-2,3-dimethyl-4-(2-methyl-3-(4-oxoquinazolin-3(4H)-yl)phenyl)-1H-indole-7-carboxamide OC1=CC(=C2C(=C(NC2=C1C(=O)N)C)C)C1=C(C(=CC=C1)N1C=NC2=CC=CC=C2C1=O)C